C(C)(C)(C)OC(=O)N[C@@H]1C(N(C2=C(OC1)C=CC=C2)CC(=O)O)=O (S)-2-(3-(tert-butoxycarbonylamino)-4-oxo-3,4-dihydrobenzo[b][1,4]oxazepin-5(2H)-yl)acetic acid